C(C)CC(CC(=O)OOCCCC)=O.C(C)CC(CC(=O)OOCCCC)=O.[Zr] zirconium dibutoxy bis(ethylacetoacetate)